7-hydroxyisoquinolin-1-one OC1=CC=C2C=CNC(C2=C1)=O